chlorobenzylpyrrole ClC1=C(NC=C1)CC1=CC=CC=C1